2-(4-fluorophenyl)-5-(1-methylphenyl)-3-(4,4,5,5-tetramethyl-1,3,2-dioxaborolan-2-yl)-4H,6H,7H-pyrazolo[1,5-a]pyrazine FC1=CC=C(C=C1)C1=NN2C(CN(CC2)C2(CC=CC=C2)C)=C1B1OC(C(O1)(C)C)(C)C